2-fluoro-4-(5-((1-(5-morpholinoindoline-1-carbonyl)cyclopropyl)thio)-1H-tetrazol-1-yl)benzoic acid FC1=C(C(=O)O)C=CC(=C1)N1N=NN=C1SC1(CC1)C(=O)N1CCC2=CC(=CC=C12)N1CCOCC1